(R)-N-(4-(chlorodifluoromethoxy)phenyl)-6-(3-hydroxypyrrolidin-1-yl)-5-(isoThiazole-5-ylamino)nicotinamide ClC(OC1=CC=C(C=C1)NC(C1=CN=C(C(=C1)NC1=CC=NS1)N1C[C@@H](CC1)O)=O)(F)F